tert-Butyl (2S,4S)-4-((2-(hydroxymethyl)pyrimidin-4-yl)oxy)-2-methylpiperidine-1-carboxylate OCC1=NC=CC(=N1)O[C@@H]1C[C@@H](N(CC1)C(=O)OC(C)(C)C)C